3-{5-[4-(6-isopropoxypyridin-2-yl)-1,2,3-triazol-1-yl]-1-oxo-3H-isoindol-2-yl}piperidine-2,6-dione C(C)(C)OC1=CC=CC(=N1)C=1N=NN(C1)C=1C=C2CN(C(C2=CC1)=O)C1C(NC(CC1)=O)=O